(3R,8S*)-N-(3-Cyano-4-fluorophenyl)-8-(isoxazol-5-yl)-3,10-dimethyl-11-oxo-3,4,8,9,10,11-hexahydro-1H-pyrido[4',3':3,4]pyrazolo[1,5-a][1,4]diazepine-2(7H)-carboxamide C(#N)C=1C=C(C=CC1F)NC(=O)N1CC=2C(=NN3C2C(N(C[C@@H](C3)C3=CC=NO3)C)=O)C[C@H]1C |o1:22|